(3R)-4-amino-N,3-dimethyl-N-(4-(pentafluoro-lambda~6~-sulfanyl)benzyl)-1,3-dihydrofuro[3,4-c]quinoline-8-carboxamide NC1=NC=2C=CC(=CC2C2=C1[C@H](OC2)C)C(=O)N(CC2=CC=C(C=C2)S(F)(F)(F)(F)F)C